C(CCCC)(=O)[O-].[K+] Kalium pentanoat